4-(1-hydroxycyclobutyl)phenylboronic acid OC1(CCC1)C1=CC=C(C=C1)B(O)O